ClC1=NN=C(C2=CC=CC=C12)C1=NC=C(C=C1OC)C 1-chloro-4-(3-methoxy-5-methylpyridin-2-yl)phthalazine